tert-butyl 3-ethyl-1-iodo-5,6-dihydroimidazo[1,5-a]pyrazine-7(8H)-carboxylate C(C)C1=NC(=C2N1CCN(C2)C(=O)OC(C)(C)C)I